ClC1=C(N(N=C1C(F)(F)F)C1=CC(=CC=C1)C(N(C)C1=CC2=C(OC(O2)(F)F)C=C1)=O)OCC12CC(C1)C2 3-[[4-Chloro-2-[3-[(2,2-difluoro-1,3-benzodioxol-5-yl)-methylcarbamoyl]phenyl]-5-(trifluoromethyl)pyrazol-3-yl]oxymethyl]bicyclo[1.1.1]pentan